(E)-3,6,6-Trimethyl-2-(((3-nitrophenyl)amino)methyl)-6,7-dihydrobenzofuran-4(5H)-one O-prop-2-yn-1-yl oxime C(C#C)O\N=C\1/CC(CC2=C1C(=C(O2)CNC2=CC(=CC=C2)[N+](=O)[O-])C)(C)C